COC1=NC(=CC(=N1)[C@@](C)(C#CC=1C=NC=C(C1)[C@](C1=CC=C(C=C1)C(C)C)(O)C1(CN(C1)C)C)O)OC (R)-2-(2,6-Dimethoxy-pyrimidin-4-yl)-4-{5-[(R)-(1,3-dimethyl-azetidin-3-yl)-hydroxy-(4-isopropyl-phenyl)-methyl]-pyridin-3-yl}-but-3-yn-2-ol